(S)-(1-(4-fluorobenzyl)-1H-pyrazol-4-yl)(8-(hydroxymethyl)-2-(1-(trifluoromethyl)cyclopropane-1-carbonyl)-2,6-diazaspiro[3.4]octan-6-yl)methanone FC1=CC=C(CN2N=CC(=C2)C(=O)N2CC3(CN(C3)C(=O)C3(CC3)C(F)(F)F)[C@@H](C2)CO)C=C1